((S)-4,5,6,7-tetrahydro-1H-benzo[d][1,2,3]triazol-5-yl)methanone N1N=NC2=C1CC[C@@H](C2)C=O